phenyl-(2,3,4-trihydroxyphenyl)methanone C1(=CC=CC=C1)C(=O)C1=C(C(=C(C=C1)O)O)O